(2-amino-2-(hydroxyimino)ethyl)phosphonic acid hydrogen isodecyl ester C(CCCCCCC(C)C)OP(O)(=O)CC(=NO)N